Tert-Butyl N-[(1S)-1-cyclohexyl-2-{4-[(5,6-difluoro-1-{2-[2-(2-hydroxyethoxy)ethoxy]ethyl}-1H-indol-2-yl)carbonyl]piperazin-1-yl}-2-oxoethyl]carbamate C1(CCCCC1)[C@@H](C(=O)N1CCN(CC1)C(=O)C=1N(C2=CC(=C(C=C2C1)F)F)CCOCCOCCO)NC(OC(C)(C)C)=O